N-(1-(3-fluorophenyl)-6-(6-(2-methoxyethoxy)pyridin-3-yl)-1H-pyrazolo[3,4-d]pyrimidin-4-yl)-5-nitrothiophene-2-carboxamide FC=1C=C(C=CC1)N1N=CC=2C1=NC(=NC2NC(=O)C=2SC(=CC2)[N+](=O)[O-])C=2C=NC(=CC2)OCCOC